sodium methyl hydrogen carbonate C(OC)(O)=O.[Na]